1-(9Z-pentadecenoyl)-2-(6Z,9Z,12Z-octadecatrienoyl)-glycero-3-phosphocholine CCCCC/C=C\CCCCCCCC(=O)OC[C@H](COP(=O)([O-])OCC[N+](C)(C)C)OC(=O)CCCC/C=C\C/C=C\C/C=C\CCCCC